1-(1-(4-fluorobenzoyl)-3-(((6-methoxynaphthalen-2-yl)oxy)methyl)azetidin-3-yl)-1,4-dihydro-5H-tetrazol-5-one FC1=CC=C(C(=O)N2CC(C2)(COC2=CC3=CC=C(C=C3C=C2)OC)N2N=NNC2=O)C=C1